CNC(C1=CC=CC=C1)=O N-methyl-Benzamide